ethyl ((((1'R,2'R)-6-hydroxy-5'-methyl-2'-(prop-1-en-2-yl)-4-propyl-1',2',3',4'-tetrahydro-[1,1'-biphenyl]-2-yl)oxy)methyl) carbonate C(OCC)(OCOC1=C(C(=CC(=C1)CCC)O)[C@H]1[C@@H](CCC(=C1)C)C(=C)C)=O